butyl N-[2-oxo-2-[[(1R)-4-phenyl-1-(4,4,5,5-tetramethyl-1,3,2-dioxaborolan-2-yl)butyl]amino]-1-(thiazol-2-ylmethyl)ethyl]carbamate O=C(C(CC=1SC=CN1)NC(OCCCC)=O)N[C@@H](CCCC1=CC=CC=C1)B1OC(C(O1)(C)C)(C)C